C(C1=CC=CC=C1)OC1=CC(=C(C=C1)[C@H](C(=O)OCC)N[S@](=O)C(C)(C)C)F ethyl (R)-2-(4-(benzyloxy)-2-fluorophenyl)-2-(((R)-tert-butylsulfinyl)amino)acetate